N-[(1-methylpyrrolidin-3-yl)methyl]ethylamine CN1CC(CC1)CNCC